C(C=C)(=O)OCCCCCCCCCCCCCCCCCCCC[Si](C)(C)F acryloxyicosylfluorodimethylsilane